1-(1,8-difluoro-9a,10-dihydroindeno[1,2-a]inden-4b(9H)-yl)-5-hydroxy-3-methyl-2,3-dihydro-1H-pyrido[2,1-f][1,2,4]triazine-4,6-dione FC1=C2CC3C(C2=CC=C1)(C=1C=CC=C(C1C3)F)N3N1C(C(N(C3)C)=O)=C(C(C=C1)=O)O